(R)-1-(2-(5-((1-ethyl-1H-pyrazol-4-yl)methyl)oxazol-4-yl)-5-fluorophenyl)ethan-1-ol C(C)N1N=CC(=C1)CC1=C(N=CO1)C1=C(C=C(C=C1)F)[C@@H](C)O